silicon Propyne C#CC.[Si]